4-((1R,2R,3S,4R)-4-(4-amino-5-bromo-7H-pyrrolo[2,3-d]pyrimidin-7-yl)-2,3-dihydroxycyclopentyl)-N-methoxy-N-methylbenzamide NC=1C2=C(N=CN1)N(C=C2Br)[C@H]2[C@@H]([C@@H]([C@H](C2)C2=CC=C(C(=O)N(C)OC)C=C2)O)O